(4-((4-chloro-1H-pyrrolo[2,3-b]pyridin-1-yl)methyl)-1H-1,2,3-triazol-1-yl)-N-(thien-3-ylmethyl)benzamide ClC1=C2C(=NC=C1)N(C=C2)CC=2N=NN(C2)C2=C(C(=O)NCC1=CSC=C1)C=CC=C2